2-(3-acetylpyrazin-2-yl)-4-methyl-1,2,4-triazol-3-one C(C)(=O)C=1C(=NC=CN1)N1N=CN(C1=O)C